C(=O)(O)CSCC[Si](C)(C)C 2-(carboxyl-methylthio)ethyl-trimethylsilane